C(C1=CC=CC=C1)OC(=O)N[C@H](CCCCN1C(=NC2=C1C(=CC=C2)C(N(C)C)=O)NC(=O)C=2C=C(C(=O)OC(C)(C)C)C=CC2)C tert-butyl (S)-3-((1-(5-(((benzyloxy)carbonyl)amino)hexyl)-7-(dimethylcarbamoyl)-1H-benzo[d]imidazol-2-yl)carbamoyl)benzoate